4,5-dichloro-(trifluoromethyl)pyridin-2-amine ClC1=C(C(=NC=C1Cl)N)C(F)(F)F